C(N)(=O)C1=C(C=C(CNC(=O)[C@H]2N(CCN(C2)C=2O[C@H](C(N2)(C)C)C2=CC=CC=C2)C([C@H](N(C)C)CCCCN(C)C)=O)C=C1)OC (2S)-N-(4-carbamoyl-3-methoxybenzyl)-4-[(5S)-4,4-dimethyl-5-phenyl-4,5-dihydro-1,3-oxazol-2-yl]-1-(N2,N2,N6,N6-tetramethyl-D-lysyl)piperazine-2-carboxamide